C(C)(C)(C)OC(=O)N[C@@H](C(=O)O)CC (R)-2-((tert-butoxycarbonyl)amino)butyric acid